N-(7-chloro-6-(1-(4-hydroxy-3-methyltetrahydrofuran-3-yl)piperidin-4-yl)isoquinolin-3-yl)-2,2-dimethyl-3-(pyridin-2-yl)cyclopropane-1-carboxamide ClC1=C(C=C2C=C(N=CC2=C1)NC(=O)C1C(C1C1=NC=CC=C1)(C)C)C1CCN(CC1)C1(COCC1O)C